ClC1(C(N(C2=CC=CC=C12)C=1C=C(C=NC1)CC1=NNC(C2=CC=CC=C12)=O)=O)C(F)(F)F 4-((5-(3-chloro-2-oxo-3-(trifluoromethyl)indolin-1-yl)pyridin-3-yl)methyl)phthalazin-1(2H)-one